2-(1,3-dimethyl-1H-indazol-7-yl)-2-(3-(5-(6-(hydroxymethyl)-1,2,3,4-tetrahydro-1,8-naphthyridin-2-yl)pentyloxy)azetidin-1-yl)acetic acid CN1N=C(C2=CC=CC(=C12)C(C(=O)O)N1CC(C1)OCCCCCC1NC2=NC=C(C=C2CC1)CO)C